[Co].[W].[Bi] Bismuth-tungsten-cobalt